ClNCCC1CCCCC1 N-chloro-cyclohexylethylamine